5-cyano-2-(4,4-difluoropiperidin-1-yl)-N-(2-sulfamoylpyridin-4-yl)-6-(trifluoromethyl)-nicotinamide C(#N)C=1C(=NC(=C(C(=O)NC2=CC(=NC=C2)S(N)(=O)=O)C1)N1CCC(CC1)(F)F)C(F)(F)F